4-Bromo-1-ethyl-6-fluoro-5-methylindoline-2,3-dione BrC1=C2C(C(N(C2=CC(=C1C)F)CC)=O)=O